CC(=CCC1=C(C=CC(=C1)C(=O)NC2=C(C3=C(C=C(C=C3)O)OC2=O)[O-])O)C The molecule is an organic anion obtained by selective deprotonation of the 4-hydroxy group on the chromene ring of 8-desmethylnovobiocic acid. It is a conjugate base of an 8-desmethylnovobiocic acid.